ethylene dibromine [Br].[Br].C=C